oxa[6]azacyclotridecine-9-carbaldehyde O1C=CC=CN=CC=C(C=CC=C1)C=O